OC(C(=O)O)C1=CC(=CC=C1)OCC(F)(F)F 2-hydroxy-2-(3-(2,2,2-trifluoroethoxy)phenyl)acetic acid